ClC=1C=C(C=C2C=C(N=NC12)NC(=O)[C@H]1[C@@H](C1)C#N)C=1C=NN(C1)C trans-N-(8-Chloro-6-(1-methyl-1H-pyrazol-4-yl)cinnolin-3-yl)-2-cyanocyclopropanecarboxamide